(4-fluoro-3-(6-(2-hydroxy-3-(pyrrolidin-1-yl)propoxy)benzo[b]thiophene-2-carboxamido)phenyl)-2,3-dihydrobenzo[b][1,4]dioxine-6-carboxamide FC1=C(C=C(C=C1)C1COC2=C(O1)C=CC(=C2)C(=O)N)NC(=O)C2=CC1=C(S2)C=C(C=C1)OCC(CN1CCCC1)O